5-(3-(3-(2-(2-aminoethoxy)ethoxy)propionamido)-4-hydroxyphenyl)-2-methylpentanoic acid NCCOCCOCCC(=O)NC=1C=C(C=CC1O)CCCC(C(=O)O)C